2-((2-methyl-2H-tetrazol-5-yl)methyl)benzonitrile CN1N=C(N=N1)CC1=C(C#N)C=CC=C1